FC1=CC=C(C=C1)C=1C(=C2C(=NC1C(F)(F)F)CCC2)N 3-(4-fluorophenyl)-2-(trifluoromethyl)-6,7-dihydro-5H-cyclopenta[b]pyridin-4-amine